3-{4-[(2-amino-4-pyrimidinyl)oxy]-2-isopropenylphenyl}-1-[4-fluoro-3-(trifluoromethyl)phenyl]-2,4-imidazolidinedione NC1=NC=CC(=N1)OC1=CC(=C(C=C1)N1C(N(CC1=O)C1=CC(=C(C=C1)F)C(F)(F)F)=O)C(=C)C